xylat C1(=C(C(=CC=C1)C)C)C(=O)[O-]